N-(4-(4-amino-1-tert-butyl-1H-pyrazolo[3,4-d]pyrimidin-3-yl)phenyl)butyramide NC1=C2C(=NC=N1)N(N=C2C2=CC=C(C=C2)NC(CCC)=O)C(C)(C)C